IC1=CN(C2=NC=C(C=C21)C2=CC=C(C=C2)N2CCN(CC2)C)[SH4]OOC2=CC=C(C=C2)C 3-iodo-1-[(4-methylphenyl)dioxy-λ6-sulfanyl]-5-[4-(4-methylpiperazine-1-yl)phenyl]pyrrolo[2,3-b]pyridine